C(C)(C)(C)OC(=O)N[C@H](C(=O)N1[C@@H]([C@@H]2[C@H](C1)CCC2)C(=O)O)C(C)(C)C (1S,3aR,6aS)-2-((S)-2-((tert-Butoxycarbonyl)amino)-3,3-dimethylbutyryl)octahydrocyclopenta[c]pyrrole-1-carboxylic acid